C1(CC1)C1=NC2=CC=CC=C2C(=N1)N[C@H](C(=O)O)CCC(C)(C)C (S)-2-((2-cyclopropylquinazolin-4-yl)amino)-5,5-dimethylhexanoic acid